C(#C)C=1C(=CC=C2C=CC=CC12)C 8-ethynyl-7-methylnaphthalen